(E)-4-(4-(2-(3-methylbenzylidene)hydrazinyl)-7-(2-(pyridin-2-yl)ethyl)-7H-pyrrolo[2,3-d]pyrimidin-2-yl)morpholine CC=1C=C(\C=N\NC=2C3=C(N=C(N2)N2CCOCC2)N(C=C3)CCC3=NC=CC=C3)C=CC1